1-(1r,3r)-Methyl 3-((4-bromo-2-iodo-5-methoxyphenyl)carbamoyl)cyclobutanecarboxylate BrC1=CC(=C(C=C1OC)NC(=O)C1CC(C1)C(=O)OC)I